C(C)(=O)OC(C(=O)NCCOC)[C@H](C[C@H]1C(NCC1)=O)NC(=O)[C@H]1N(C[C@H]2[C@@H]1CCC2)C(=O)C=2NC1=CC=CC(=C1C2)OC (3S)-3-((1S,3aR,6aS)-2-(4-methoxy-1H-indole-2-carbonyl)octahydrocyclopenta[c]pyrrole-1-carboxamido)-1-((2-methoxyethyl)amino)-1-oxo-4-((S)-2-oxopyrrolidin-3-yl)butan-2-yl acetate